BrCC(=O)N[C@H](C(=O)N1[C@@H](C[C@H](C1)O)C(=O)NCC1=CC=C(C=C1)C1=C(N=CS1)C)C(C)(C)C (2S,4R)-1-((S)-2-(2-Bromoacetamido)-3,3-dimethylbutyryl)-4-hydroxy-N-(4-(4-methylthiazol-5-yl)benzyl)pyrrolidine-2-carboxamide